NC1=NC=CC(=C1Cl)OC1=C(C=C(C=C1)C1=NN(C(=C1C(=O)N)CC)C=1C=NC=CC1)F (4-((2-amino-3-chloropyridin-4-yl)oxy)-3-fluorophenyl)-5-ethyl-1-(pyridin-3-yl)-1H-pyrazole-4-carboxamide